Methyl 3-bromo-2-methoxy-5-(((methylsulfonyl)oxy)methyl)benzoate BrC=1C(=C(C(=O)OC)C=C(C1)COS(=O)(=O)C)OC